2-(2,6-dioxopiperidin-3-yl)-5-(methyl((1S,6S)-6-(methylamino)cyclohex-3-en-1-yl)amino)isoindoline-1,3-dione O=C1NC(CCC1N1C(C2=CC=C(C=C2C1=O)N([C@H]1CC=CC[C@@H]1NC)C)=O)=O